Cl.FC(C=1C(=NC=CC1)C#N)(F)F 3-(trifluoromethyl)pyridinecarbonitrile hydrochloride